2-chlorobenzene-1-thiol ClC1=C(C=CC=C1)S